ethyl 2-cyano-3-((4-fluoro-3-isopropoxyphenyl)amino)acrylate C(#N)C(C(=O)OCC)=CNC1=CC(=C(C=C1)F)OC(C)C